3-(2,6-dichloropyridin-4-yl)-3-(4-methyl-4H-1,2,4-triazol-3-yl)cyclobutane-1-one ClC1=NC(=CC(=C1)C1(CC(C1)=O)C1=NN=CN1C)Cl